6-(3,6-dihydro-2H-pyran-4-yl)quinoline-4-carboxylic acid O1CCC(=CC1)C=1C=C2C(=CC=NC2=CC1)C(=O)O